FC(S(=O)(=O)OC=1C(=NC(=CC1)C=1C=NN(C1C1=CC=C(C=C1)OC)COCC[Si](C)(C)C)F)(F)F [2-fluoro-6-[5-(4-methoxyphenyl)-1-(2-trimethylsilylethoxymethyl)pyrazol-4-yl]-3-pyridyl] trifluoromethanesulfonate